ClC1=C(C=CC(=C1)Cl)C1CC(=CC=C1)C 1-(2,4-dichlorophenyl)-3-methyl-1H-benzol